C(C)(C)(C)OP(=O)(OC(C)(C)C)CCCCCCCCCCCCCCCCCCC(=O)OC methyl 19-di-tert-butoxyphosphorylnonadecanoate